1-(7-(2,4-dioxotetrahydropyrimidin-1(2H)-yl)benzo[d]oxazol-4-yl)piperidine-4-carbaldehyde O=C1N(CCC(N1)=O)C1=CC=C(C=2N=COC21)N2CCC(CC2)C=O